(S)-2-(2-amino-3-phenylpropylamino)-1-methyl-5-(2-naphthyl)-4-(4-pyridyl)pyrimidine-6-one N[C@H](CNC=1N(C(C(=C(N1)C1=CC=NC=C1)C1=CC2=CC=CC=C2C=C1)=O)C)CC1=CC=CC=C1